2-(4-(5-chloro-2-(4-chloro-1H-1,2,3-triazol-1-yl)phenyl)-2,5-dioxopiperazin-1-yl)-3-cyclobutyl-N-(2-methyl-2H-indazol-5-yl)propanamide ClC=1C=CC(=C(C1)N1CC(N(CC1=O)C(C(=O)NC1=CC2=CN(N=C2C=C1)C)CC1CCC1)=O)N1N=NC(=C1)Cl